2-(6'-ethynyl-5'-fluoro-1'-oxo-1'H-spiro[cyclopropane-1,4'-isoquinolin]-2'(3'H)-yl)acetic acid C(#C)C=1C(=C2C3(CN(C(C2=CC1)=O)CC(=O)O)CC3)F